di(4-biphenylyl)amine C1(=CC=C(C=C1)NC1=CC=C(C=C1)C1=CC=CC=C1)C1=CC=CC=C1